N2-(4-(4-(azetidin-1-yl)piperidin-1-yl)-3-methoxyphenyl)-N4-(6-(2-methoxypropan-2-yl)pyridin-2-yl)-5-methylthieno[2,3-d]pyrimidine-2,4-diamine N1(CCC1)C1CCN(CC1)C1=C(C=C(C=C1)NC=1N=C(C2=C(N1)SC=C2C)NC2=NC(=CC=C2)C(C)(C)OC)OC